bromoalcohol BrO